tert-butyl-4-((1-((benzyloxy)carbonyl)piperidin-4-yl)methyl)piperazine-1-carboxylate C(C)(C)(C)OC(=O)N1CCN(CC1)CC1CCN(CC1)C(=O)OCC1=CC=CC=C1